FC1(CC(C1)[C@@H](CC(=O)N[C@@H](COC(F)F)C1=CC(=CC=C1)OC(F)F)O)F (R)-3-(3,3-Difluorocyclobutyl)-N-((R)-2-(difluoromethoxy)-1-(3-(difluoromethoxy)phenyl)ethyl)-3-hydroxypropanamid